NC1=NC=NN2C1=C(C=C2C=2C=CC(=C(C(=O)N[C@@H]1CN(CC1)C(=O)OC(C)(C)C)C2)F)C(F)(F)F tert-butyl (3S)-3-{5-[4-amino-5-(trifluoromethyl)pyrrolo[2,1-f][1,2,4]triazin-7-yl]-2-fluorobenzamido}pyrrolidine-1-carboxylate